2-(2-(5-(benzo[d]oxazol-4-ylamino)pyrazolo[1,5-a]pyridine-3-carbonyl)-2-azaspiro[3.3]hept-6-yl)-N-methylacetamide O1C=NC2=C1C=CC=C2NC2=CC=1N(C=C2)N=CC1C(=O)N1CC2(C1)CC(C2)CC(=O)NC